tert-butyl N-[[6-[2-chloro-3-[3-chloro-2-(4-formyl-3-methoxy-phenyl)-4-pyridyl]phenyl]-2-methoxy-3-pyridyl]methyl]-N-[1-(3-methoxypropanoyl)-4-piperidyl]carbamate ClC1=C(C=CC=C1C1=C(C(=NC=C1)C1=CC(=C(C=C1)C=O)OC)Cl)C1=CC=C(C(=N1)OC)CN(C(OC(C)(C)C)=O)C1CCN(CC1)C(CCOC)=O